3'cis-4-tert-butylcyclohexylcarbonylamino-3,5-bis[trans-4-tert-butylcyclohexylcarbonylamino]benzene C(C)(C)(C)C1CCC(CC1)C(=O)NC1=CC(=CC(=C1)NC(=O)[C@@H]1CC[C@H](CC1)C(C)(C)C)NC(=O)[C@@H]1CC[C@H](CC1)C(C)(C)C